6-chloro-N-(4-methoxybenzyl)imidazo[1,2-b]pyridazin-8-amine ClC=1C=C(C=2N(N1)C=CN2)NCC2=CC=C(C=C2)OC